COC=1C=C(C(=O)OC)C=CC1NS(=O)(=O)C=1N=C(SC1)C#CC1=CC(NC(=C1)C(F)(F)F)=O methyl 3-methoxy-4-(2-{2-[2-oxo-6-(trifluoromethyl)-1H-pyridin-4-yl]ethynyl}-1,3-thiazole-4-sulfonamido)benzoate